C1CCC12CN(CC2)CC=2NC1=CC(=CC=C1C2)CN2N=NC(=C2)C2=C1C=NNC1=CC(=C2)[N+](=O)[O-] 4-(1-((2-((6-azaspiro[3.4]oct-6-yl)methyl)-1H-indol-6-yl)methyl)-1H-1,2,3-triazol-4-yl)-6-nitro-1H-indazole